CCCCCCCCCCCCCCC(=O)OC The molecule is a fatty acid ester obtained by condensation of the carboxy group of pentadecanoic acid with the hydroxy group of methanol. It has a role as a plant metabolite and a bacterial metabolite. It derives from a pentadecanoic acid.